C1(CC1)S(=O)(=O)N1N=CC=2C(=CC=CC12)N 1-(cyclopropylsulfonyl)-1H-indazol-4-amine